The molecule is a monocarboxylic acid amide obtained by formal condensation between N-butyl-3,3-dimethoxyalaninamide and (2Z)-2-(2-amino-1,3-thiazol-4-yl)-2-(methoxyimino)acetic acid. It is an acetal, an oxime O-ether, a member of 1,3-thiazoles and a secondary carboxamide. CCCCNC(=O)C(C(OC)OC)NC(=O)/C(=N\\OC)/C1=CSC(=N1)N